trans-(P)-1-(5-Fluoro-2-methoxy-4-(3-(trifluoromethyl)cyclobutyl)phenyl)-N-(isoxazol-3-yl)-2-oxo-1,2-dihydrochinolin-6-sulfonamid FC=1C(=CC(=C(C1)N1C(C=CC2=CC(=CC=C12)S(=O)(=O)NC1=NOC=C1)=O)OC)[C@@H]1C[C@H](C1)C(F)(F)F